triglycerin diisostearate C(CCCCCCCCCCCCCCC(C)C)(=O)O.C(CCCCCCCCCCCCCCC(C)C)(=O)O.OCC(O)CO.OCC(O)CO.OCC(O)CO